3-{[1-methyl-4-(1-methylimidazole-2-amido)imidazol-2-yl]formamido}propanoic acid CN1C(=NC(=C1)NC(=O)C=1N(C=CN1)C)C(=O)NCCC(=O)O